(S)-N-((2-(6-(4-amino-3,3-difluoropiperidin-1-yl)pyridin-2-yl)-1,6-naphthyridin-7-yl)methyl)-4-methyl-3-(methylsulfonyl)benzamide N[C@@H]1C(CN(CC1)C1=CC=CC(=N1)C1=NC2=CC(=NC=C2C=C1)CNC(C1=CC(=C(C=C1)C)S(=O)(=O)C)=O)(F)F